[Br-].C[N+](C)(C)C Tetramethyl-ammonium bromide